tert-butyl 3-methyl 4-ethenyl-1,2-diazinane-1,2,3-tricarboxylate C(=C)C1C(N(N(CC1)C(=O)OC(C)(C)C)C(=O)[O-])C(=O)OC